6-fluoro-2-methoxy-N-(1-methyl-hexahydropyridin-4-yl)benzamide FC1=CC=CC(=C1C(=O)NC1CCN(CC1)C)OC